BrC=1C=CC2=CN(C(N=C2C1)Cl)COCC[Si](C)(C)C 7-bromo-2-chloro-3-((2-(trimethylsilanyl)ethoxy)methyl)quinazolin